2-aminoethylpropenyl phosphate P(=O)(OC(=CC)CCN)([O-])[O-]